2-(8-((2S,5R)-2,5-diethyl-4-(1-(5-methoxypyridin-2-yl)ethyl)piperazin-1-yl)-5-methyl-6-oxo-5,6-dihydroimidazo[1,2-b]pyridazin-2-yl)acetonitrile C(C)[C@@H]1N(C[C@H](N(C1)C(C)C1=NC=C(C=C1)OC)CC)C=1C=2N(N(C(C1)=O)C)C=C(N2)CC#N